methyl 5-(2-bromoethoxy)nicotinate BrCCOC=1C=NC=C(C(=O)OC)C1